7-bromo-5-fluoro-2,3-dihydro-1H-indene-1-ol BrC=1C=C(C=C2CCC(C12)O)F